BrC1=C(C=C2C(=NC(=NC2=C1F)OC(CN1CCCCC1)C)N1C2C(CC1CC2)NC(OC(C)(C)C)=O)Cl tert-butyl (7-(7-bromo-6-chloro-8-fluoro-2-((1-(piperidin-1-yl)propan-2-yl)oxy)quinazolin-4-yl)-7-azabicyclo[2.2.1]heptan-2-yl)carbamate